ClC=1C=CC(=C2CN(C(C12)=O)C)CC1CC2(CN(C2)C(CCC=2C=NNC(C2Cl)=O)C)C1 7-chloro-4-[[2-[3-(5-chloro-6-oxo-1H-pyridazin-4-yl)-1-methyl-propyl]-2-azaspiro[3.3]heptan-6-yl]methyl]-2-methyl-isoindolin-1-one